ClCC(CCl)(C)Cl 1,2,3-trichloro-2-methylpropane